((2S)-1-((1-amino-3-(6-methyl-2-oxo-1,2-dihydroquinolin-3-yl)-1-oxopropan-2-yl)amino)-1-oxo-3-(2,4,5-trifluorophenyl)propan-2-yl)carbamic acid tert-butyl ester C(C)(C)(C)OC(N[C@H](C(=O)NC(C(=O)N)CC=1C(NC2=CC=C(C=C2C1)C)=O)CC1=C(C=C(C(=C1)F)F)F)=O